dicyclohexyl-[2-(2,4,6-triisopropylphenyl)-phenyl]Phosphomethanesulfonic acid C1(CCCCC1)OS(=O)(=O)C(P(=O)=O)(C1=C(C=CC=C1)C1=C(C=C(C=C1C(C)C)C(C)C)C(C)C)C1CCCCC1